[Cl-].C1=CC=CC=2C3=CC=CC=C3C(C12)COC(=O)N[C@H](C[NH3+])COCCOCCOC(C)(C)C (R)-2-((((9H-fluoren-9-yl)methoxy)carbonyl)amino)-3-(2-(2-(tert-butoxy)ethoxy)ethoxy)propan-1-aminium chloride